BrC1=C2C(=C(N=C1C1=CC(=C(C=C1)C#N)F)N1CCCCC1)N(N=C2)C 1-(4-bromo-5-(4-cyano-3-fluorophenyl)-1-methyl-1H-pyrazolo[3,4-c]pyridin-7-yl)piperidine